2-hydroxy-benzhydroxamic acid OC1=C(C(=O)NO)C=CC=C1